(7-(4-((5-chloro-4-((2-(dimethylphosphino) phenyl) amino) pyrimidin-2-yl) amino)-2-fluorophenyl)-7-azaspiro[3.5]nonan-2-yl) carbamate C(N)(OC1CC2(C1)CCN(CC2)C2=C(C=C(C=C2)NC2=NC=C(C(=N2)NC2=C(C=CC=C2)P(C)C)Cl)F)=O